2-((S)-1-propenoyl-4-(7-(5-methyl-1H-indazol-4-yl)-2-(1-((S)-1-methylpyrrolidin-2-yl)cyclopropyloxy)-5,6,7,8-tetrahydropyrido[3,4-d]pyrimidin-4-yl)piperazin-2-yl)acetonitrile C(C=C)(=O)N1[C@H](CN(CC1)C=1C2=C(N=C(N1)OC1(CC1)[C@H]1N(CCC1)C)CN(CC2)C2=C1C=NNC1=CC=C2C)CC#N